[Co]=O.[Mn].[Ni].[Co].[Li] lithium cobalt nickel manganese cobalt oxide